CS(=O)(=O)NC1=C(C=CC=C1)[C@H]1N(CCC1)C1CC2(C1)CCN(CC2)C2=CC=C(C(=O)NS(=O)(=O)C1=CC(=C(C=C1)NCC1CCOCC1)[N+](=O)[O-])C=C2 4-{2-[(2S)-2-(2-methanesulfonamidophenyl)pyrrolidin-1-yl]-7-azaspiro[3.5]nonan-7-yl}-N-{3-nitro-4-[(oxan-4-ylmethyl)amino]benzenesulfonyl}benzamide